diethyl ([(phenylmethyl)amino]carbonyl)-propanedioate C1(=CC=CC=C1)CNC(=O)C(C(=O)OCC)C(=O)OCC